C(C1=C(C=CC=C1)SSC1=C(C(=O)[O-])C=CC=C1)(=O)[O-] 2,2'-dithiodibenzoate